5-(cyclopropanecarbonyl)-2-(1-(4-fluorobenzamido)ethyl)-5,6,7,8-tetrahydro-1,5-naphthyridine-1-oxide C1(CC1)C(=O)N1C=2C=CC(=[N+](C2CCC1)[O-])C(C)NC(C1=CC=C(C=C1)F)=O